(1aR,5aR)-2-(4-Trifluoromethyl-pyridin-2-yl)-1a,2,5,5a-tetrahydro-1H-2,3-diaza-cyclopropa[a]pentalene-4-carboxylic acid (1-pyridin-4-yl-cyclobutyl)-amide N1=CC=C(C=C1)C1(CCC1)NC(=O)C=1C=2C[C@@H]3[C@H](C2N(N1)C1=NC=CC(=C1)C(F)(F)F)C3